ClC=1C=C(C=CC1Cl)N1C(N(C(C2=CC=CC=C12)=O)C1=CC=NC2=CC=CN=C12)=O 1-(3,4-dichlorophenyl)-3-(1,5-naphthyridin-4-yl)quinazoline-2,4(1H,3H)-dione